N-tert-butyl-2-[(2-chloro-5,6,7,8-tetrahydroquinazolin-4-yl)amino]acetamide C(C)(C)(C)NC(CNC1=NC(=NC=2CCCCC12)Cl)=O